β-amino-hydrocinnamic acid NC(CC(=O)O)C1=CC=CC=C1